1-(4-((3-(4-(difluoromethyl)phenyl)imidazo[1,2-a]pyrazin-8-yl)amino)-2-methylbenzoyl)piperidine-4-carboxamide FC(C1=CC=C(C=C1)C1=CN=C2N1C=CN=C2NC2=CC(=C(C(=O)N1CCC(CC1)C(=O)N)C=C2)C)F